C(#N)CC[C@@H](C1=CC(=CC=C1)O)NC(OC(C)(C)C)=O tert-butyl (S)-(3-cyano-1-(3-hydroxyphenyl)propyl)carbamate